2,7,10-trimethylacridine perchlorate Cl(=O)(=O)(=O)O.CC1=CC=2CC3=CC(=CC=C3N(C2C=C1)C)C